C(CCC(=O)O)(=O)O.C(CCC(=O)O)(=O)O.ClC=1C=CC(=C(CN2CCC(CC2)N(C)C)C1)OCC 1-(5-chloro-2-ethoxybenzyl)-N,N-dimethylpiperidin-4-amine disuccinate